C(C1=CC=CC=C1)OC(=O)N[C@H](C(=O)OC)CNCCNC(=O)OC(C)(C)C (S)-methyl 2-(((benzyloxy)carbonyl)amino)-3-((2-((tert-butyloxycarbonyl)amino)ethyl)amino)propanoate